4-(oxiran-2-yl)butyl 3-hexylundecanoate C(CCCCC)C(CC(=O)OCCCCC1OC1)CCCCCCCC